FC=1C=C(C=C(C1)F)[C@@H]1CC[C@H]2OC3(C(N21)=O)CCN(CC3)C3=NC=C(C=N3)C#N 2-[(5'S,7a'R)-5'-(3,5-difluorophenyl)-3'-oxotetrahydro-1H,3'H-spiro[piperidine-4,2'-pyrrolo[2,1-b][1,3]oxazol]-1-yl]pyrimidine-5-carbonitrile